[Si](C)(C)(C(C)(C)C)OCCCN1N=C2C=C(C(=CC2=C1)NC(=O)C1=NC(=CC=C1)C(F)(F)F)C(C)(C)O N-[2-(3-{[tert-butyl(dimethyl)silyl]oxy}propyl)-6-(2-hydroxypropan-2-yl)-2H-indazol-5-yl]-6-(trifluoromethyl)pyridine-2-carboxamide